N-(4-(3-fluoro-5-(piperazin-1-yl)pyridin-4-yl)-2-methylbenzyl)-5-(1-methylcyclopropyl)-1,2,4-oxadiazole-3-carboxamide hydrochloride Cl.FC=1C=NC=C(C1C1=CC(=C(CNC(=O)C2=NOC(=N2)C2(CC2)C)C=C1)C)N1CCNCC1